C1(CCCCC1)N(C1CCCCC1)[SiH2]F dicyclohexylaminofluorosilane